NC1=NC=2C=C(C(=CC2C2=C1C=NN2C)C(=O)N2N(C=C(C2)C)C2=NC=CC=C2F)C (4-amino-1,7-dimethyl-1H-pyrazolo[4,3-c]quinolin-8-yl)(2-(3-fluoropyridin-2-yl)-4-methylpyrazolin-1-yl)methanone